1-(pyrimidin-2-yl)piperidin N1=C(N=CC=C1)N1CCCCC1